(S)-11-cyclopropyl-4-ethyl-8-fluoro-4-hydroxy-9-((isopropyl(methyl)amino)methyl)-1H-pyrano[3',4':6,7]indolizino[2,1-b]quinoline-3,6,14(4H,11H,12H)-trione C1(CC1)N1C2=C(C(C3=CC(=C(C=C13)CN(C)C(C)C)F)=O)C1=CC3=C(C(N1C2)=O)COC([C@]3(O)CC)=O